3-((1S,3R)-3-((5-cyano-4-(1-(2-fluoroethyl)-1H-pyrazol-4-yl)pyrimidin-2-yl)amino)cyclohexyl)-3H-imidazo[4,5-b]pyridine-6-carbonitrile C(#N)C=1C(=NC(=NC1)N[C@H]1C[C@H](CCC1)N1C=NC=2C1=NC=C(C2)C#N)C=2C=NN(C2)CCF